sodium-magnesium salt [Mg].[Na]